1-(3-bromophenyl)-3,4-diphenyl-1H-pyrrole-2,5-dione BrC=1C=C(C=CC1)N1C(C(=C(C1=O)C1=CC=CC=C1)C1=CC=CC=C1)=O